FCS(=O)(=O)N[C@@H]1[C@@H](N(CC12CC2)C(=O)[C@]2(OCC2)CF)CC=2C(=C(C=CC2)C2=CC=CC=C2)F 1-fluoro-N-((6S,7S)-6-((2-fluoro-[1,1'-biphenyl]-3-yl)methyl)-5-((S)-2-(fluoromethyl)oxetane-2-carbonyl)-5-azaspiro[2.4]heptan-7-yl)methanesulfonamide